NCCN(CCN1C(C=CC1=O)=O)C 1-[2-[2-aminoethyl(methyl)amino]ethyl]pyrrole-2,5-dione